4-hydroxy-benzophenone OC1=CC=C(C(=O)C2=CC=CC=C2)C=C1